acryloxydimethoxysilane C(C=C)(=O)O[SiH](OC)OC